C(#N)CC1(CC=C(N=C1)C(=O)N)C(=O)NC 5-(cyanomethyl)-N5-methylpyridine-2,5-dicarboxamide